C1(=CC=C(C=C1)C1=NC(=NC(=N1)C1=CC(=CC=C1)Cl)C1=CC=CC=C1)C1=CC=CC=C1 ([1,1'-Biphenyl]-4-yl)-4-(3-chlorophenyl)-6-phenyl-1,3,5-triazine